C1(CCCCC1)[C@H](C)OC1=C(C(=O)NC2=NC=CN=C2OC)C=C(C(=C1)N1N=C2N(CCCC2)C1=O)F 2-[(1S)-1-cyclohexylethoxy]-5-fluoro-N-(3-methoxypyrazin-2-yl)-4-(3-oxo-5,6,7,8-tetrahydro[1,2,4]triazolo[4,3-a]pyridin-2(3H)-yl)benzamide